OC(CCCCCCC)O Dihydroxyoctane